C(C)(C)(C)OC(=O)[C@H](C)C1=C(C=CC(=C1)F)O (R)-1-(5-fluoro-2-hydroxyphenyl)ethylcarboxylic acid tert-butyl ester